I.S1C=CC2=C1CNCC2 4,5,6,7-tetrahydrothiopheno[2,3-C]pyridine hydroiodide salt